C1(=CC=CC=C1)NC(=O)C1=CC=C(S1)C1=CC=C(OC2CCN(CC2)C(=O)[O-])C=C1 4-(4-(5-(Phenylcarbamoyl)thiophen-2-yl)phenoxy)piperidine-1-carboxylate